ClC=1C(=C(C=CC1Cl)NC1=NC=NC2=CC(=C(C=C12)OC1CCN(CC1)C(=O)\C(\C#N)=C/C)OC)F (Z)-2-(4-((4-((3,4-dichloro-2-fluorophenyl)amino)-7-methoxyquinazolin-6-yl)oxy)piperidine-1-carbonyl)but-2-enenitrile